CC1=CC=C(C=C1)S(=O)(=O)[O-].C1(=CC(=CC=C1)CCC[N+]1(CCCC1)CC)CCC[N+]1(CCCC1)CC.CC1=CC=C(C=C1)S(=O)(=O)[O-] 1,3-phenylenebis(propane-3,1-diyl)bis(1-ethylpyrrolidin-1-ium) 4-methylbenzenesulfonate